N-[1-(4-methyl-1,2,4-triazol-3-yl)ethyl]-5-[5-(trifluoromethyl)-1,2,4-oxadiazol-3-yl]pyrimidin-2-amine CN1C(=NN=C1)C(C)NC1=NC=C(C=N1)C1=NOC(=N1)C(F)(F)F